3-Amino-N-propyl-8-(3-(methyl)phenyl)imidazo[1,2-a]pyridine-2-carboxamide NC1=C(N=C2N1C=CC=C2C2=CC(=CC=C2)C)C(=O)NCCC